[N+](=O)([O-])CCC nitropropan